(((tert-butyldimethylsilyl)oxy)methyl)-1-methyl-1H-pyrazole-3-carbaldehyde [Si](C)(C)(C(C)(C)C)OCC=1C(=NN(C1)C)C=O